Ethyl 2-(((3-butyl-2-methyl-7-(methylthio)-1,1-dioxido-5-phenyl-2,3,4,5-tetrahydro-1,2,5-benzothiadiazepin-8-yl)methyl)thio)acetate C(CCC)C1N(S(C2=C(N(C1)C1=CC=CC=C1)C=C(C(=C2)CSCC(=O)OCC)SC)(=O)=O)C